5-amino-6-(cyclopropylamino)-1-methylpyrimidine-2,4(1H,3H)-dione NC=1C(NC(N(C1NC1CC1)C)=O)=O